4-cyclopropyl-6-methyl-2-(3-(3-((4-methyl-4H-1,2,4-triazol-3-yl)methyl)oxetan-3-yl)phenyl)-2,3-dihydro-1H-pyrrolo[3,4-c]pyridin-1-one C1(CC1)C1=NC(=CC2=C1CN(C2=O)C2=CC(=CC=C2)C2(COC2)CC2=NN=CN2C)C